C(\C=C\C(=O)[O-])(=O)OCC1CCC(CC1)CCCC (4-butylcyclohexyl)methyl fumarate